Cl.N[C@H](C(=O)OCC)C(C1CC1)C1CC1 ethyl (2S)-2-amino-3,3-dicyclopropyl-propanoate hydrochloride